5-(4-Chloro-2-fluorophenyl)-1-(2,4-dichlorophenyl)-1,2-dihydro-3H-pyrazol-3-on ClC1=CC(=C(C=C1)C1=CC(NN1C1=C(C=C(C=C1)Cl)Cl)=O)F